C1(=CC=CC=C1)C=1N=CC(=NC1C1=CC=CC=C1)N(CCCCSC=1NC(NN1)=O)C(C)C 5-((4-((5,6-diphenylpyrazin-2-yl)(isopropyl)amino)butyl)thio)-2,4-dihydro-3H-1,2,4-triazol-3-one